C(C)(C)(C)OC(NC(CN)C1=NC=CC=C1)=O N-[2-amino-1-(2-pyridyl)ethyl]carbamic acid tert-butyl ester